EthoxycarbonylethoxySulfonamide Methyl-(S)-7-bromo-4-(2-((tert-butoxycarbonyl)amino)propyl)-3,4-dihydro-2H-thieno[3,4-b][1,4]oxazine-5-carboxylate COC(=O)C=1SC(=C2OCCN(C21)C[C@H](C)NC(=O)OC(C)(C)C)Br.C(C)OC(=O)CCOS(=O)(=O)N